FC1=C(CC2=C(N=C(N2C2=CC(=CC=C2)F)N)C2=CC=CC=C2)C=CC=C1C(F)(F)F (2-fluoro-3-(trifluoromethyl)benzyl)-1-(3-fluorophenyl)-4-phenyl-1H-imidazol-2-amine